FC([C@H](C1=CC=CC=C1)N1C=NC2=C(C1=O)C1=C(S2)CNCC1)(F)F (S)-3-(2,2,2-Trifluoro-1-phenylethyl)-5,6,7,8-tetrahydropyrido[4',3':4,5]thieno[2,3-d]pyrimidin-4(3H)-one